(S)-6-(1-cyclopropyl-2-hydroxy-2-methylpropyl)-4-(4-(5-methyl-1,3,4-oxadiazol-2-yl)phenyl)-6,7-dihydro-5H-pyrrolo[3,4-b]pyridin-5-one C1(CC1)[C@@H](C(C)(C)O)N1CC2=NC=CC(=C2C1=O)C1=CC=C(C=C1)C=1OC(=NN1)C